(6-fluoro-3,3,9-trimethyl-4,5-dihydro-1H-pyrido[4,3-b]indol-2-yl)-[5-(trifluoromethyl)-1H-pyrazol-3-yl]methanone FC1=CC=C(C=2C3=C(NC12)CC(N(C3)C(=O)C3=NNC(=C3)C(F)(F)F)(C)C)C